BrC1=C(N=C2N(C1=O)C=CC=C2C2=CC(=C(C=C2)C(=O)N2CCOCCC2)F)C(F)(F)F 3-bromo-9-(3-fluoro-4-(1,4-oxazepan-4-ylcarbonyl)phenyl)-2-(trifluoromethyl)-4H-pyrido[1,2-a]pyrimidin-4-one